C(C)(C)(C)OC(=O)O[C@@H]1[C@H]([C@H](N(C1)C(=O)OC(C)(C)C)CC1=CC=C(C=C1)OC)OC(NCCNC1=C(C(C1=O)=O)NCC)=O tert-butyl (2R,3S,4S)-4-[(tert-butoxycarbonyl)oxy]-3-{[(2-{[2-(ethylamino)-3,4-dioxocyclobut-1-en-1-yl]amino}ethyl)carbamoyl]oxy}-2-[(4-methoxyphenyl) methyl]pyrrolidine-1-carboxylate